OC(C1CN(CCC1=O)C)C=1N=NC(=CC1)C1=C(C=C(C=C1)C(F)(F)F)OC 3-(hydroxy(6-(2-methoxy-4-(trifluoromethyl)phenyl)pyridazin-3-yl)methyl)-1-methylpiperidin-4-one